C1(CCCCC1)C1=NOC(=C1CO)C1CC1 (3-cyclohexyl-5-cyclopropyl-1,2-oxazol-4-yl)methanol